ClC1=C(C(=C(C=C1OC)OC)Cl)C1=CC(C=2C(=CN=C(C2)NC2=C(C=CC=C2C)NC(C=C)=O)O1)=O N-(2-((2-(2,6-dichloro-3,5-dimethoxyphenyl)-4-oxo-4H-pyrano[2,3-c]pyridin-6-yl)amino)-3-methylphenyl)acrylamide